isopropyl (S)-6-diazo-5-oxo-2-((S)-tetrahydro-2H-pyran-3-carboxamido)hexanoate [N+](=[N-])=CC(CC[C@@H](C(=O)OC(C)C)NC(=O)[C@@H]1COCCC1)=O